COC1=C(C=CC(=C1)C1OC2=C(OC1CO)C=C(C=C2)C2OC1=CC(=CC(=C1C(C2O)=O)O)O)[O-] 2-methoxy-4-[2-hydroxymethyl-7-(3,5,7-trihydroxy-4-oxo-2,3-dihydro-4H-chromen-2-yl)-2,3-dihydro-1,4-benzodioxin-3-yl]phenolate